2,2'-(3-(2-morpholinyl-2-oxoethyl)cyclopentane-1,2-diyl)bis(N-ethylhydrazine-1-thiocarboxamide) N1(CCOCC1)C(CC1C(C(CC1)NNC(NCC)=S)NNC(NCC)=S)=O